2-(3-fluorophenyl)-1-(2-methylbenzoyl)piperidine-3-carboxylic acid (3-tert-butylphenyl)amide C(C)(C)(C)C=1C=C(C=CC1)NC(=O)C1C(N(CCC1)C(C1=C(C=CC=C1)C)=O)C1=CC(=CC=C1)F